N-[5-(difluoromethyl)-4-[4-(4-methylpiperazin-1-yl)phenoxy]-6-(o-tolyl)pyrimidin-2-yl]-1-methyl-pyrazole-4-sulfonamide FC(C=1C(=NC(=NC1C1=C(C=CC=C1)C)NS(=O)(=O)C=1C=NN(C1)C)OC1=CC=C(C=C1)N1CCN(CC1)C)F